C(CCC)[Sn](C1=NC=CC(=C1)C1=CC2COCC(C1)N2C(=O)OC(C)(C)C)(CCCC)CCCC tert-butyl 7-(2-tributylstannyl-4-pyridyl)-3-oxa-9-azabicyclo[3.3.1]non-6-ene-9-carboxylate